CC1(C(C(C2C1C1=C(C=NC=C1)O2)C2=CC=CC=C2)C(=O)N)C dimethyl-7-phenyl-4b,6,7,7a-tetrahydro-5H-cyclopenta[4,5]furo[2,3-c]pyridine-6-carboxamide